1-(4-fluorophenyl)-5-((4-hydroxy-1-(3-((3-hydroxy-3-methyl-pyrrolidin-1-yl)methyl)benzoyl)piperidin-4-yl)methyl)-1H-pyrazolo[3,4-d]pyrimidin-4(5H)-one FC1=CC=C(C=C1)N1N=CC2=C1N=CN(C2=O)CC2(CCN(CC2)C(C2=CC(=CC=C2)CN2CC(CC2)(C)O)=O)O